(2-fluoro-4-(trifluoromethyl)benzyl)phosphonic acid diethyl ester C(C)OP(OCC)(=O)CC1=C(C=C(C=C1)C(F)(F)F)F